Cl.Cl.C1(CC1)S(=O)(=O)C1=CC=C(C=N1)CC1=C(N(C=2C1=NC=CC2)C/C(=C/CN)/F)C(C)C (Z)-4-(3-((6-(cyclopropylsulfonyl)pyridin-3-yl)methyl)-2-isopropyl-1H-pyrrolo[3,2-b]pyridin-1-yl)-3-fluorobut-2-en-1-amine dihydrochloride